Cl.ClC=1C(=CC2=C([C@@H](CO2)NC)C1)C(F)F (S)-5-chloro-6-(difluoromethyl)-N-methyl-2,3-dihydrobenzofuran-3-amine hydrochloride